BrC1=CC(=CC(=C1)CS(=O)(=O)C)Cl 1-bromo-3-chloro-5-(methylsulfonylmethyl)benzene